C1=CC=C2C=C3C=C(C=CC3=CC2=C1)O β-hydroxyanthracene